NC1=CC=C(C=C1)C[C@H](C(=O)N1CCN(CC1)C)NC(CC)=O (R)-N-(3-(4-aminophenyl)-1-(4-methylpiperazin-1-yl)-1-oxopropan-2-yl)propanamide